S(=O)(CCC(=O)NNC(CBr)=O)CCC(=O)NNC(CBr)=O 3,3'-Sulfinylbis(N'-(2-bromoacetyl)propanehydrazide)